4-[cyclopropyl-[4-(5,6,7,8-tetrahydro-1,8-naphthyridin-2-yl)butyl]amino]-2-(tetrahydropyran-4-ylmethoxycarbonylamino)butanoic acid C1(CC1)N(CCC(C(=O)O)NC(=O)OCC1CCOCC1)CCCCC1=NC=2NCCCC2C=C1